isopropyl 2-((2-methoxy-4-((methyl-d3)(2-((methanesulfonyl)oxy)ethyl)amino)-5-nitrophenyl)amino)-4-(3,3,5-trimethyl-2,3-dihydro-1H-pyrrolo[3,2-b]pyridin-1-yl)pyrimidine-5-carboxylate COC1=C(C=C(C(=C1)N(CCOS(=O)(=O)C)C([2H])([2H])[2H])[N+](=O)[O-])NC1=NC=C(C(=N1)N1CC(C2=NC(=CC=C21)C)(C)C)C(=O)OC(C)C